C1(=CC(=CC=C1)C1=NN(C=C1)CC1=CC(=CC=C1)F)C1=CC=CC=C1 3-([1,1'-biphenyl]-3-yl)-1-(3-fluorobenzyl)-1H-pyrazole